6-Bromo-2-(1-(2,5-difluorophenyl)-4-(triisopropylsilyl)but-3-yn-1-yl)-4-fluoroisoindole BrC=1C=C(C2=CN(C=C2C1)C(CC#C[Si](C(C)C)(C(C)C)C(C)C)C1=C(C=CC(=C1)F)F)F